4-(2-{(S)-cyclopentyl-[(3-ethylisoxazole-4-carbonyl)amino]methyl}-4-fluoro-1H-benzoimidazol-5-yl)tetrahydrofuran-3-carboxylic acid methyl ester COC(=O)C1COCC1C1=C(C2=C(NC(=N2)[C@@H](NC(=O)C=2C(=NOC2)CC)C2CCCC2)C=C1)F